N7-(β-glucopyranosyl)-N2,N2-dimethylguanine [C@@H]1([C@H](O)[C@@H](O)[C@H](O)[C@H](O1)CO)N1C=NC=2N=C(NC(C12)=O)N(C)C